1-(pyridin-4-yl)ethan N1=CC=C(C=C1)CC